NC1=C(C2=C(S1)C(C1(CCCC1)CC2)=O)C(=O)N 2-Amino-7-oxo-4,7-dihydro-5H-spiro[benzo[b]thiophene-6,1'-cyclopentane]-3-carboxamide